ClC1=C(CN[C@H](C)C2=CC=CC=C2)C=CC(=C1)Cl 2,4-dichloro-N-[(1R)-1-phenylethyl]-benzylamine